N1CCC(C2CCCCC12)=O octahydro-4H-quinolin-4-one